1-(cyclopropylmethyl)-6-fluoro-8-(6-fluoro-1-methylsulfonylindol-4-yl)-4,4,9-trimethyl-5H-pyrazolo[4,3-c]quinoline C1(CC1)CN1N=CC=2C(NC=3C(=CC(=C(C3C21)C)C2=C1C=CN(C1=CC(=C2)F)S(=O)(=O)C)F)(C)C